2-(5-fluoro-2-methoxypyridin-4-yl)-3-((S)-7'-methyl-6'-(pyrimidin-2-yl)-3',4'-dihydro-1'H-spiro[pyrrolidine-3,2'-[1,8]naphthyridine]-1-yl)-3-oxopropionitrile FC=1C(=CC(=NC1)OC)C(C#N)C(=O)N1C[C@@]2(NC3=NC(=C(C=C3CC2)C2=NC=CC=N2)C)CC1